4-(3-Chloroanilino)-2'-[(2R)-2-methyl-3-{[(5S)-5-(trifluoromethyl)-5,6,7,8-tetrahydroquinolin-4-yl]oxy}propyl]-2',3'-dihydrospiro[cyclohexane-1,1'-indene]-4-carboxylic acid ClC=1C=C(NC2(CCC3(C(CC4=CC=CC=C34)C[C@H](COC3=CC=NC=4CCC[C@@H](C34)C(F)(F)F)C)CC2)C(=O)O)C=CC1